3-Bromo-N'-(tert-butyldimethylsilyl)-5-(2-hydroxypropan-2-yl)thiophene-2-sulfonimidamide BrC1=C(SC(=C1)C(C)(C)O)S(=O)(N)=N[Si](C)(C)C(C)(C)C